NC[C@@H]1[C@H]([C@H]([C@@H](C1)N1C=C2C(CCNC=3C2=C1N=CN3)C)O)O (1S,2R,3R,5R)-3-(aminomethyl)-5-(9-methyl-6,7,8,9-tetrahydro-2H-2,3,5,6-tetraazabenzo[cd]azulen-2-yl)cyclopentane-1,2-diol